1-[2-(3-{2-[(4-azido-2-nitrophenyl)amino]ethyl}-5-cyclohexylphenyl)ethyl]-2-(hydroxymethyl)piperidine-3,4,5-triol N(=[N+]=[N-])C1=CC(=C(C=C1)NCCC=1C=C(C=C(C1)C1CCCCC1)CCN1C(C(C(C(C1)O)O)O)CO)[N+](=O)[O-]